COC1=CC=C(CNOC)C=C1 N-(4-methoxybenzyl)-O-methylhydroxylamine